3-(piperidin-4-ylmethoxy)-5-(trifluoromethyl)pyridine hydrochloride Cl.N1CCC(CC1)COC=1C=NC=C(C1)C(F)(F)F